FC1=CC=C(C=C1)C1=NN2C(CN(CC2)C)=C1C1=CC(=NC=C1)NC(CN1CCCCC1)=O N-(4-(2-(4-fluorophenyl)-5-methyl-4,5,6,7-tetrahydropyrazolo[1,5-a]pyrazin-3-yl)pyridin-2-yl)-2-(piperidin-1-yl)acetamide